FC=1C=C(C=CC1)N1C(=C(C2=C1C=C1C=NNC1=C2)I)C2CCOCC2 5-(3-fluorophenyl)-7-iodo-6-(tetrahydro-2H-pyran-4-yl)pyrrolo[2,3-f]indazol